N,N'-dibenzyl-oxalamide C(C1=CC=CC=C1)NC(C(=O)NCC1=CC=CC=C1)=O